Benzyl (3-((methylthio)methyl)bicyclo[1.1.1]pentan-1-yl)carbamate CSCC12CC(C1)(C2)NC(OCC2=CC=CC=C2)=O